trans-2-Phenyl-cyclopropanecarboxylic acid [2-dimethylamino-6-(4-fluoro-benzylamino)-pyridin-3-yl]-amide CN(C1=NC(=CC=C1NC(=O)[C@H]1[C@@H](C1)C1=CC=CC=C1)NCC1=CC=C(C=C1)F)C